C12(CCC(CC1)C2)OC(C=C)=O.FC(C(=O)NC2=CC=1C(C=3N=C(N=CC3C1C=C2)C(F)(F)F)=O)F 2,2-difluoro-N-(9-oxo-2-(trifluoromethyl)-9H-indeno[2,1-d]pyrimidine-7-yl)acetamide (norbornyl)acrylate